C1=CC=CC=2C3=CC=CC=C3C(=CC12)C1=CC=C(C=C1)C=1C=CC=2N(C3=CC=C(C=C3C2C1)C1=CC=CC=C1)C1=CC=CC=C1 3-(4-(phenanthren-9-yl)phenyl)-6,9-diphenyl-9H-carbazole